(7S)-7-amino-7-(5-{2-fluoro-3-methoxy-5-[(trans-3-methoxycyclobutyl)oxy]phenyl}-1H-imidazol-2-yl)-1-(1,3-oxazol-2-yl)heptan-1-one N[C@@H](CCCCCC(=O)C=1OC=CN1)C=1NC(=CN1)C1=C(C(=CC(=C1)O[C@@H]1C[C@H](C1)OC)OC)F